N-(3-(2-(1-acetylindolin-5-ylamino)-5-methoxypyrimidin-4-yloxy)phenyl)acrylamide sodium [Na].C(C)(=O)N1CCC2=CC(=CC=C12)NC1=NC=C(C(=N1)OC=1C=C(C=CC1)NC(C=C)=O)OC